C12CC3CCC(C3C1)C2 tricyclo[4.2.1.03,7]nonane